4-[7-(4-Bromo-5-hydroxymethyl-2-methoxy-phenylamino)-3-(2,6-dimethyl-phenyl)-2-oxo-3,4-dihydro-2H-pyrimido[4,5-d]pyrimidin-1-yl]-butyric acid methyl ester COC(CCCN1C(N(CC=2C1=NC(=NC2)NC2=C(C=C(C(=C2)CO)Br)OC)C2=C(C=CC=C2C)C)=O)=O